N-(5-cyano-1-(4,4-difluorocyclohexyl)-1H-pyrazol-3-yl)-4-((2-hydroxyethyl)sulfonamido)-2-(6-azaspiro[2.5]octan-6-yl)benzamide C(#N)C1=CC(=NN1C1CCC(CC1)(F)F)NC(C1=C(C=C(C=C1)NS(=O)(=O)CCO)N1CCC2(CC2)CC1)=O